OC1(CN(CC1)C(=O)OCC1=CC=CC=C1)C(=O)OC 1-benzyl 3-methyl 3-hydroxypyrrolidine-1,3-dicarboxylate